N1N=NC2=NC(=CC=C21)C=2C=C(C(=O)NC1=CC=C(C=C1)OCSCC1=CC=CC=C1)C=CC2 3-(1H-[1,2,3]triazolo[4,5-b]pyridin-5-yl)-N-(4-((benzylthio)methoxy)phenyl)benzamide